C1(CC1)C1=NC=NC(=C1C=1N=C(C2=C(N1)C(=CN2C)C)OCC2=CC(=C(C=C2)C=2N(C=C(N2)C(F)(F)F)C)F)OC 2-(4-cyclopropyl-6-methoxy-pyrimidin-5-yl)-4-[[3-fluoro-4-[1-methyl-4-(trifluoromethyl)imidazol-2-yl]phenyl]methoxy]-5,7-dimethyl-pyrrolo[3,2-d]pyrimidine